tert-butyl (4S)-2-(benzyloxymethyl)-4-phenyl-oxazolidine-3-carboxylate C(C1=CC=CC=C1)OCC1OC[C@@H](N1C(=O)OC(C)(C)C)C1=CC=CC=C1